2-{[1,4,7,10-Tetrakis({[1-(benzyloxy)-6-oxopyridin-2-yl]methyl})-1,4,7,10-tetraazacyclododecan-2-yl]methyl}isoindole-1,3-dione C(C1=CC=CC=C1)ON1C(=CC=CC1=O)CN1C(CN(CCN(CCN(CC1)CC=1N(C(C=CC1)=O)OCC1=CC=CC=C1)CC=1N(C(C=CC1)=O)OCC1=CC=CC=C1)CC=1N(C(C=CC1)=O)OCC1=CC=CC=C1)CN1C(C2=CC=CC=C2C1=O)=O